(S)-3-(6-(2,4-difluorophenyl)-4-((3-(trifluoromethyl)phenyl)-sulfonyl)-3,4-dihydro-2H-benzo[b][1,4]oxazin-2-yl)N-(phenylsulfonyl)propanamide FC1=C(C=CC(=C1)F)C1=CC2=C(O[C@H](CN2S(=O)(=O)C2=CC(=CC=C2)C(F)(F)F)CCC(=O)NS(=O)(=O)C2=CC=CC=C2)C=C1